N-(2-((4-Acetaminophenyl)amino)-5-chlorobenzyl)-2-chloro-N-(furan-2-ylmethyl)benzamide N(C(=O)C)C1=CC=C(C=C1)NC1=C(CN(C(C2=C(C=CC=C2)Cl)=O)CC=2OC=CC2)C=C(C=C1)Cl